9,10-bis(4-pyridinyl)anthracene N1=CC=C(C=C1)C=1C2=CC=CC=C2C(=C2C=CC=CC12)C1=CC=NC=C1